(1-(2-chloro-6-methoxyphenyl)-5-(2,8-diazaspiro[4.5]decan-8-yl)-1H-indol-4-yl)methanol Tert-butyl-(5-(7-chloro-1H-indazol-5-yl)pyridin-2-yl)carbamate C(C)(C)(C)N(C(=O)OCC1=C2C=CN(C2=CC=C1N1CCC2(CCNC2)CC1)C1=C(C=CC=C1OC)Cl)C1=NC=C(C=C1)C=1C=C2C=NNC2=C(C1)Cl